8-((4-fluorophenyl)(methyl)amino)-5-methyl-6-oxo-5,6-dihydro-1,5-naphthyridine-2-carbonitrile FC1=CC=C(C=C1)N(C1=CC(N(C=2C=CC(=NC12)C#N)C)=O)C